2-chlorodibenzo[g,p]chrysene ClC=1C=CC2=C(C=3C4=CC=CC=C4C4=C(C3C=3C=CC=CC23)C=CC=C4)C1